4,4'-bis[N,N-bis(biphenyl-4-yl)amino]-1,1'-biphenyl C1(=CC=C(C=C1)N(C1=CC=C(C=C1)C1=CC=CC=C1)C1=CC=C(C=C1)C1=CC=C(C=C1)N(C1=CC=C(C=C1)C1=CC=CC=C1)C1=CC=C(C=C1)C1=CC=CC=C1)C1=CC=CC=C1